ClCCCCCCOCCOCCNC(=O)C1=CC=C(C(=O)N[C@@H](CCCCNC(C2=CC=C(C=C2)C(NCCOCCOCCCCCCCl)=O)=O)C(=O)O)C=C1 N2,N6-bis(4-((2-(2-((6-chlorohexyl)oxy)ethoxy)ethyl)carbamoyl)benzoyl)lysine